ClC=1C=C(OC2CCC(CC2)NC(=O)C=2N=NC(=CC2)N2CCC(CC2)N2CCN(CC2)CC2=CC(=CC=C2)NC2C(NC(CC2)=O)=O)C=CC1C#N N-((1r,4r)-4-(3-chloro-4-cyanophenoxy)cyclohexyl)-6-(4-(4-(3-((2,6-dioxopiperidin-3-yl)amino)benzyl)piperazin-1-yl)piperidin-1-yl)pyridazine-3-carboxamide